3-(trifluoromethyl)-pyrazole-4-carboxylate FC(C1=NNC=C1C(=O)[O-])(F)F